(2R,3R,4R,5S)-2-(hydroxymethyl)-1-(6-{[3-methoxy-5-(oxolan-2-yl)phenyl]amino}hexyl)piperidine-3,4,5-triol OC[C@H]1N(C[C@@H]([C@H]([C@@H]1O)O)O)CCCCCCNC1=CC(=CC(=C1)C1OCCC1)OC